N-(1'-(2-cyclobutoxy-6-methylpyrimidin-4-yl)-1',2'-dihydrospiro[cyclopropan-1,3'-pyrrolo[3,2-c]pyridin]-6'-yl)acetamide C1(CCC1)OC1=NC(=CC(=N1)N1CC2(C=3C=NC(=CC31)NC(C)=O)CC2)C